C(C)OC(\C=C\C=1C(=CN(C(C1)=O)C)C=1C=NC(=CC1C(C1=CC=C(C=C1)Cl)=O)OC)=O.O1C(=CC=C1)NC(=S)N/N=C(\C)/C1=NC=CC=C1 (E)-N-(furan-2-yl)-2-(1-(pyridine-2-yl)ethylidene)hydrazine-1-carbothioamide ethyl-(E)-3-(4'-(4-chlorobenzoyl)-6'-methoxy-1-methyl-6-oxo-1,6-dihydro-[3,3'-bipyridin]-4-yl)acrylate